[2-(4-fluoro-3-methoxy-phenylamino)-5-methyl-pyrimidin-4-ylamino]-3H-benzooxazol-2-one FC1=C(C=C(C=C1)NC1=NC=C(C(=N1)NN1C(OC2=C1C=CC=C2)=O)C)OC